orthoacetic acid triethyl ester C(C)OC(C)(OCC)OCC